3,4-epoxy-1-methylhexanecarboxylate CC(CC1C(CC)O1)C(=O)[O-]